NC(C)(C)C1=CC(=NC(=C1)C1=CC=C(C=C1)F)OC1[C@@H]2CN(C[C@H]12)C(=O)C1=CC(=NN1C)C=1OC(=CN1)C ((1R,5S,6s)-6-((4-(2-aminopropan-2-yl)-6-(4-fluorophenyl)pyridin-2-yl)oxy)-3-azabicyclo[3.1.0]hexan-3-yl)(1-methyl-3-(5-methyloxazol-2-yl)-1H-pyrazol-5-yl)methanone